C(C)(=O)OCC(C(CCC=C(C)C)C)=C 3,7-DIMETHYL-2-METHYLENE-OCT-6-ENYL ACETATE